C(=CC)N1CC(CC1)C=1N=C(N2C1N=CN=C2N)C2=CC=C(C(=O)NC1=NC=CC(=C1)C1CC1)C=C2 4-(8-(1-propenylpyrrolidin-3-yl)-4-aminoimidazo[1,5-a][1,3,5]triazin-6-yl)-N-(4-cyclopropylpyridin-2-yl)benzamide